CC(C)(C)C=C=C (1,1-dimethylethyl)propadiene